1-[(2-bromo-4-{6,6-difluoro-3-azabicyclo[3.1.0]hex-3-yl} phenyl) methyl]-1H-pyrazole-4-carboxylate BrC1=C(C=CC(=C1)N1CC2C(C2C1)(F)F)CN1N=CC(=C1)C(=O)[O-]